ClC=1C=C(CNCCC=2N=NN(C2)CCNC2=NC3=C(C4=CN=CC=C24)C=CC(=C3)C(=O)N)C=CC1C1CC1 5-((2-(4-(2-((3-Chloro-4-cyclopropylbenzyl)amino)ethyl)-1H-1,2,3-triazol-1-yl)ethyl)amino)benzo[c][2,6]naphthyridine-8-carboxamide